C(C=C)(=O)NC=1C=C(C=CC1C(=O)N1CCOCC1)NC1=CC(=CN(C1=O)C)C=1C(=C(C=CC1)NC(C1=CC=C(C=C1)N(C)C)=O)C N-(3-(5-((3-acrylamido-4-(morpholine-4-carbonyl)phenyl)amino)-1-methyl-6-oxo-1,6-dihydropyridin-3-yl)-2-methylphenyl)-4-(dimethylamino)benzamide